CNOC N,O-dimethyl-hydroxyl-amine